N1=NC=C2C(N=CC=C21)=O pyrazolo[4,3-c]pyridin-4-one